tert-butyl N-[5-cyclopropyl-1-(pyridin-2-yl)-1H-pyrazol-4-yl]carbamate C1(CC1)C1=C(C=NN1C1=NC=CC=C1)NC(OC(C)(C)C)=O